C1(=CC=C(C=C1)C1=CC(=NC(=N1)C1=CC=CC=C1)C=1C=C(C=CC1)C1=CC(=NC=C1)C1=NC(=NC(=N1)C=1C=CC2=C(OC3=C2C=CC=C3)C1)C1=CC=CC=C1)C1=CC=CC=C1 2-(4-(3-(6-([1,1'-biphenyl]-4-yl)-2-phenylpyrimidin-4-yl)phenyl)pyridin-2-yl)-4-(dibenzo[b,d]furan-3-yl)-6-phenyl-1,3,5-triazine